C(C1=CC=CC=C1)C1CC(=NO1)C(=O)C1=CC=C(C=C1)C (5-benzyl-4,5-dihydroisoxazol-3-yl)(4-methylphenyl)methanone